FC(C(=O)O)(F)F.FC(C(=O)O)(F)F.N[C@H](C(=O)N1CC2=CC=CC=C2C1)CC(=O)N1CCN(CC1)C(C1=CC=CC=C1)C1=CC=C(C=C1)Cl (2S)-2-Amino-4-(4-((4-chlorophenyl)(phenyl)methyl)piperazin-1-yl)-1-(isoindolin-2-yl)butane-1,4-dione bis(2,2,2-tri-fluoroacetate)